ClC1=NC=C(C(=O)NOC)C(=C1)NC1=C(C(=CC=C1)C#N)OC 6-chloro-4-((3-cyano-2-methoxyphenyl)amino)-N-methoxynicotinamide